C(C)(C)(C)C1=CC=C(C=C1)N(C(=O)[C@@H]1NCCOC1)C(C(=O)NC1CCC(CC1)(F)F)C=1C=NC=CC1 (3R)-N-(4-tert-butylphenyl)-N-[2-[(4,4-difluorocyclohexyl)amino]-2-oxo-1-(3-pyridyl)ethyl]morpholine-3-carboxamide